FC(C1=CC(=NC(=C1)C(F)(F)F)C1=NNCN1/C=C(/C(=O)[O-])\C=1C=NC=NC1)(F)F (E)-3-(3-(4,6-bis(trifluoromethyl)pyridin-2-yl)-1,5-dihydro-4H-1,2,4-triazole-4-yl)-2-(pyrimidin-5-yl)acrylate